N1(C=NC=C1)C1CCC(CC1)OC1=NC2=CC(=NC=C2C=C1C(=O)N(C)C)N1CCOCC1 (((1s,4s)-4-(1H-imidazol-1-yl)cyclohexyl)oxy)-N,N-dimethyl-7-morpholino-1,6-naphthyridine-3-carboxamide